Acetaldehyde dipropyl acetal C(CC)OC(C)OCCC